C(C)N(CCCOC1=CC=C2C(=NC=NC2=C1)NC1=NNC(=C1)CC(=O)NC1=CC(=CC=C1)F)CCO 2-[3-[[7-[3-[ethyl(2-hydroxyethyl)amino]propoxy]quinazolin-4-yl]amino]-1H-pyrazol-5-yl]-N-(3-fluorophenyl)acetamide